C(C)OC(=O)C1=NOC(C1)C1=CC(=CC(=C1)Cl)Cl 5-(3,5-dichlorophenyl)-4H-isoOxazole-3-carboxylic acid ethyl ester